N-(1-methyl-3-(4'-(oxetan-3-ylmethoxy-d2)-4,5,5',6'-tetrahydro-2H-spiro[furan-3,8'-pyrano[3,4-b]pyridin]-2'-yl)-1H-pyrrolo[2,3-c]pyridin-5-yl)acetamide CN1C=C(C=2C1=CN=C(C2)NC(C)=O)C2=CC(=C1C(=N2)C2(OCC1)COCC2)OC([2H])([2H])C2COC2